6-(methoxymethyl)indan-4-ol COCC=1C=C(C=2CCCC2C1)O